C(C)(C1=C(C(=CC(=C1)C(C)(C)C)C(C)(C)C)O)C1=C(C(=CC(=C1)C(C)(C)C)C(C)(C)C)O ethylidenebis(4,6-di-tert-butylphenol)